7-hexyl-5-[(4-methylphenyl)methyl]-5H,6H,7H,8H,9H,10H-cyclohepta[b]indole-4-carboxylic acid C(CCCCC)C1CCCC2=C(N(C3=C(C=CC=C23)C(=O)O)CC2=CC=C(C=C2)C)C1